Cl.Cl.COCC1NCCNC1 2-(methoxymethyl)piperazine dihydrochloride